CC(C)(OC1=NC(=NC(=C1C(F)(F)F)OC(C)(C)C)C1=NC=CC=C1)C 4,6-bis(1,1-dimethylethoxy)-2-(2-pyridyl)-5-trifluoromethylpyrimidine